N1=CC=CC=2CCNCC12 5,6,7,8-tetrahydro-1,7-naphthyridine